6-((5-(4-hydroxyphenyl)-1H-pyrazol-3-yl)amino)-3,4-dihydroquinolin OC1=CC=C(C=C1)C1=CC(=NN1)NC=1C=C2CCC=NC2=CC1